7-((2S,5R)-4-acryloyl-2,5-dimethylpiperazin-1-yl)-10-(5-fluoro-1H-benzo[d]imidazol-4-yl)-2,3-dihydro-5H-[1,4]oxazino[2,3,4-ij]quinazolin-5-one C(C=C)(=O)N1C[C@@H](N(C[C@H]1C)C1=NC(N2C3=C(C(=CC=C13)C1=C(C=CC=3NC=NC31)F)OCC2)=O)C